C1(CCC1)CN[C@H]1CN(CCC1)C=1C=NC(=CC1)C(C)C1=CN=C(S1)C=1C=NC=C(C1)OC (3R)-N-(cyclobutylmethyl)-1-(6-(1-(2-(5-methoxypyridin-3-yl)thiazol-5-yl)ethyl)pyridin-3-yl)piperidin-3-amine